C(C)N1C=NC2=C(C1=O)C(=CN2CC(F)(F)F)I 3-Ethyl-5-iodo-7-(2,2,2-trifluoroethyl)-3,7-dihydro-4H-pyrrolo[2,3-d]pyrimidin-4-one